5-(2-amino-4-methylthiazol-5-yl)-3-trifluoromethyl-1-isoindolone NC=1SC(=C(N1)C)C=1C=C2C(=NC(C2=CC1)=O)C(F)(F)F